1,7-dioxacycloheptadecan-8-one O1CCCCCOC(CCCCCCCCC1)=O